3-amino-8-(2-fluoro-6-methoxyphenyl)-N-((5-methyl-1,3,4-oxadiazole-2-yl)methyl)imidazo[1,2-a]pyridine-2-carboxamide NC1=C(N=C2N1C=CC=C2C2=C(C=CC=C2OC)F)C(=O)NCC=2OC(=NN2)C